N1=C(N=CC=C1)N1C(C=2C(C1=O)=CC=CC2)=O N-(2-Pyrimidyl)phthalimide